OCCNC1=CC=C(C=2C(C3=CC=CC=C3C(C12)=O)=O)NCCO 1,4-bis((2-hydroxyethyl)amino)-9,10-anthraquinone